O1C(OCCC1)C1=CC=C(C(=O)O)C=C1 4-(1,3-dioxane-2-yl)benzoic acid